FC(C(C(C(C(C(C(C(F)(F)F)(F)F)(F)F)(F)F)(F)F)(F)F)(F)F)(S(=O)(=O)O)F perfluoro-1-octanesulfonic acid